N-{[3-chloro-2-fluoro-5-(trifluoromethyl)phenyl]methyl}-5-{2-acetamidoimidazo[1,2-b]pyridazin-6-yl}-2,4-dimethylbenzamide ClC=1C(=C(C=C(C1)C(F)(F)F)CNC(C1=C(C=C(C(=C1)C=1C=CC=2N(N1)C=C(N2)NC(C)=O)C)C)=O)F